(4Z)-4-(1H-Benzimidazol-5-ylmethylene)-2-(oxepan-3-ylamino)-1H-imidazol-5-one N1C=NC2=C1C=CC(=C2)\C=C\2/N=C(NC2=O)NC2COCCCC2